benzoindolofluorene C1=CC=CC2=C1C=CC=1C2=NC2=CC=C3C=4C=CC=CC4C=C3C21